2-[4-[3-(2,6-dibenzyloxy-3-pyridyl)-1-methyl-indazol-6-yl]oxyphenyl]acetic acid C(C1=CC=CC=C1)OC1=NC(=CC=C1C1=NN(C2=CC(=CC=C12)OC1=CC=C(C=C1)CC(=O)O)C)OCC1=CC=CC=C1